C(CCCCCCCCCCCCC)C1(CC1)C(=O)O tetradecylcyclopropanecarboxylic acid